[Os].[Ge].[Hf] hafnium germanium osmium